C(#N)C1=CC(=C(C(=O)N[C@@H](CCOC2CC(C2)CCC2=NC=3NCCCC3C=C2)C(=O)O)C(=C1)C)C N-(4-cyano-2,6-dimethylbenzoyl)-O-(3-(2-(5,6,7,8-tetrahydro-1,8-naphthyridin-2-yl)ethyl)cyclobutyl)homoserine